3-methyl-pyridine-2-carboxamide CC=1C(=NC=CC1)C(=O)N